FC(C1=CC=C(C=C1)C1=NN(C2=NC=NC=C21)C2CN(CC2)C(C=C)=O)(F)F 1-(3-(3-(4-(trifluoromethyl)phenyl)-1H-pyrazolo[3,4-d]pyrimidin-1-yl)pyrrolidin-1-yl)prop-2-en-1-one